7-chloro-N-methyl-2H-chromen-3-carboxamide ClC1=CC=C2C=C(COC2=C1)C(=O)NC